O[C@H]1[C@@H](CCCC1)NC=1SC2=C(N1)C=CC(=C2)OC2=CC(=NC=C2)C(=O)NC 4-((2-(((1R,2R)-2-hydroxycyclohexyl)amino)benzo[d]thiazol-6-yl)oxy)N-methylpicolinamide